C(C1=CC=CC=C1)N1[C@H]2CS[C@@H](CCCCC(O)=O)[C@H]2N(C1=O)CC1=CC=CC=C1 N,N'-dibenzyl-biotin